5-[N-propyl-N-(3-sulfopropyl)amino]phenol C(CC)N(CCCS(=O)(=O)O)C=1C=CC=C(C1)O